[Cl-].C(C=C)[N+](CC1=CC=C(C=C1)C=C)(CC=C)CC=C triallyl-4-vinylbenzylammonium chloride